ClC1=C(C=C(C(=C1)Cl)OC(C(F)F)(F)F)N(C(=O)N([C@@H](C)C=1N(N=CN1)C1=NC=CC=N1)C)C 1-[2,4-dichloro-5-(1,1,2,2-tetrafluoroethoxy)phenyl]-1,3-dimethyl-3-[(1S)-1-(2-pyrimidin-2-yl-1,2,4-triazol-3-yl)ethyl]urea